tert-butyl 4-((5-((2,8-dimethylimidazo[1,2-a]pyrazin-6-yl)carbamoyl)-4-ethoxypyrimidin-2-yl)amino)piperidine-1-carboxylate CC=1N=C2N(C=C(N=C2C)NC(=O)C=2C(=NC(=NC2)NC2CCN(CC2)C(=O)OC(C)(C)C)OCC)C1